C(C)(C)(C)OC(=O)N1C([C@@]2(C3=CC(=CC=C13)OC)[C@@H](C2)C2=CC=C1C(=NN(C1=C2)C(=O)OC(C)(C)C)NC2=NC(=CC=C2OC)C)=O (1R,2S)-2-[1-(tert-butoxycarbonyl)-3-[(3-methoxy-6-methylpyridin-2-yl)amino]indazol-6-yl]-5'-methoxy-2'-oxospiro[cyclopropane-1,3'-indole]-1'-carboxylic acid tert-butyl ester